C(C1=CC=CC=C1)N1C=NC(=C1)[Sn](CCCC)(CCCC)CCCC (1-benzylimidazol-4-yl)-tributyl-stannane